O=C(CN1C(=NC=C1)C(=O)[O-])C1=CC=CC=C1 1-(2-oxo-2-phenylethyl)-1H-imidazole-2-carboxylate